FC(C1=NN=C(O1)C=1C=CC(=NC1)CN1CC2=CC=CC=C2C1)F 2-((5-(5-(difluoromethyl)-1,3,4-oxadiazole-2-yl)pyridine-2-yl)methyl)isoindoline